OC1(COC1)C1=CC=C(C=C1)C(=O)N1CCC(CC1)OC1=CC=C2C=C(C=NC2=C1)C(F)(F)F (4-(3-hydroxyoxetan-3-yl)phenyl)(4-((3-(trifluoromethyl)quinolin-7-yl)oxy)piperidin-1-yl)methanone